C1(=CC=CC=C1)N1C=NC(=C1)C(=O)NC(C(=O)NC(C(=O)OC)=C)=C methyl 2-(2-(1-phenyl-1H-imidazole-4-carboxamido)acrylamido)acrylate